Cl.COC1=CC=C(C=C1)[C@H]1[C@@H](CNCC1)/C=C/C=1C=C(C#N)C=CC1 |r| (+/-)-3-{(E)-2-[trans-4-(4-methoxyphenyl)piperidin-3-yl]vinyl}benzonitrile hydrochloride